(2-(4-methoxyphenyl)-2,3-dihydrobenzo[b][1,4]dioxin-6-yl)methylamine COC1=CC=C(C=C1)C1COC2=C(O1)C=CC(=C2)CN